BrC1=CN(C=2N=CN=C(C21)NCC2=C(C=C(C=C2)OC)OC)[C@H]2[C@H]([C@@H]([C@H](O2)CO)O[Si](C)(C)C(C)(C)C)F [(2R,3R,4S,5R)-5-(5-bromo-4-{[(2,4-dimethoxyphenyl)methyl]amino}-7H-pyrrolo[2,3-d]pyrimidin-7-yl)-3-[(tert-butyldimethylsilyl)oxy]-4-fluorooxolan-2-yl]methanol